NC1=NC(=C2N=CN(C2=N1)[C@H]1C=C[C@H](C1)COP(=O)(OC1=CC=C(C=C1)C)N[C@@H](C)C(=O)OC(C)C)OC Isopropyl ((((1S,4R)-4-(2-amino-6-methoxy-9H-purin-9-yl)cyclopent-2-en-1-yl)methoxy)(p-toluyloxy)phosphoryl)-L-alaninate